tert-Butyl ((1R,3S,5S)-8-(((1R,3R,5S)-3-(5-(oxetan-3-yl)isoxazole-3-carboxamido)-8-azabicyclo[3.2.1]octan-8-yl)sulfonyl)-8-azabicyclo[3.2.1]octan-3-yl)carbamate O1CC(C1)C1=CC(=NO1)C(=O)NC1C[C@H]2CC[C@@H](C1)N2S(=O)(=O)N2[C@H]1CC(C[C@@H]2CC1)NC(OC(C)(C)C)=O